CC1(O)CC(O)(CC(=C1)C)C 1,3,5-trimethylresorcinol